C1=C(C=CC2=CC=CC=C12)N(C1=CC=CC=C1)C1=C(C=CC=C1)N(C1=CC=CC=C1)C1=CC=CC=C1 (2-naphthyl-N-(phenyl)amino)-triphenylamine